N1=CC=NC=2NC(C\C=C/C21)=O (Z)-5H-pyrazino[2,3-b]azepin-6(7H)-one